C1CN(C(=O)N1)CCN 1-(2-aminoethyl)imidazolidinone